The molecule is a precorrin carboxylic acid anion obtained by deprotonation of the carboxy groups of cobalt-precorrin-5A; major species at pH 7.3. It is a conjugate base of a cobalt-precorrin-5A. CC1C23C4=C([C@@](C(=N4)/C=C\\5/C(=C([C@@]([N-]5)(CC6=C([C@](C(=N6)/C=C(\\[N-]2)/[C@H]([C@@]3(CC(=O)O1)C)CCC(=O)[O-])(C)CC(=O)[O-])CCC(=O)[O-])C)CC(=O)[O-])CCC(=O)[O-])(C)CCC(=O)[O-])CC(=O)[O-].[Co]